FC1=CC=C(C=C1)C(=O)C1=CN=C2N1C=CC=C2 (4-fluorophenyl)(imidazo[1,2-a]pyridin-3-yl)methanone